tert-butyl ((4-(7-(2-amino-2-oxoethoxy)-6-methoxyquinazolin-4-yl)-1,4-diazepan-1-yl)sulfonyl)carbamate NC(COC1=C(C=C2C(=NC=NC2=C1)N1CCN(CCC1)S(=O)(=O)NC(OC(C)(C)C)=O)OC)=O